NC1=C(C(=NC=N1)OC=1C=C(C=CC1)NC(CCl)=O)C1=C(C=C(C=C1)OCC1=CC=CC=C1)F N-{3-(6-Amino-5-(4-benzyloxy-2-fluoro-phenyl)-pyrimidin-4-yloxy)-phenyl}-2-chloroacetamide